2-(4-{7-[(S)-2-methyl-1-azetidinyl]-3-chloro-1,3a,6-triaza-5-indenyl}-1-pyrazolyl)-1-(1-piperazinyl)-1-ethanone C[C@@H]1N(CC1)C1=NC(=CN2C(=CN=C12)Cl)C=1C=NN(C1)CC(=O)N1CCNCC1